(1R,2S,5S)-N'-[(2R)-2-chloro-2-fluoro-acetyl]-3-[3-fluoro-5-(trifluoromethyl)benzoyl]-6,6-dimethyl-N'-[[(3S)-2-oxopyrrolidin-3-yl]methyl]-3-azabicyclo[3.1.0]hexane-2-carbohydrazide Cl[C@H](C(=O)N(NC(=O)[C@@H]1[C@H]2C([C@H]2CN1C(C1=CC(=CC(=C1)C(F)(F)F)F)=O)(C)C)C[C@H]1C(NCC1)=O)F